CC1=CC=CC(=N1)C1=C(N=CN1)C=1C=C2C=C(C=NC2=CC1)N1C[C@H](CC1)C(=O)O (S)-1-(6-(5-(6-methylpyridin-2-yl)-1H-imidazol-4-yl)quinolin-3-yl)pyrrolidine-3-carboxylic acid